(3-bromo-3,3-difluoroprop-1-yn-1-yl)triisopropylsilane BrC(C#C[Si](C(C)C)(C(C)C)C(C)C)(F)F